FC(CN1N=C(C(=C1)C1=CN=C(N1C)C(=O)NC1=CC(=C(C=C1)C(=O)N1CCN(CC1)C(=O)C1(CCNCC1)O)CC)C(F)(F)F)F 5-[1-(2,2-difluoroethyl)-3-(trifluoromethyl)pyrazol-4-yl]-N-[3-ethyl-4-[4-(4-hydroxypiperidine-4-carbonyl)piperazine-1-carbonyl]phenyl]-1-methylimidazole-2-carboxamide